(S)-3-(3-methoxy-4-((6S,8R)-8-methyl-2-oxo-7-(2,2,2-trifluoroethyl)-3-Trityl-2,3,6,7,8,9-hexahydrooxazolo[5,4-f]isoquinolin-6-yl)phenoxy)pyrrolidine-1-carboxylic acid tert-butyl ester C(C)(C)(C)OC(=O)N1C[C@H](CC1)OC1=CC(=C(C=C1)[C@H]1N([C@@H](CC2=C3C(=CC=C12)N(C(O3)=O)C(C3=CC=CC=C3)(C3=CC=CC=C3)C3=CC=CC=C3)C)CC(F)(F)F)OC